NC=1C=C(C(=C(C1)C1=C(C=2N=C(N=C(C2C=N1)NC1CC1)OC[C@]12CCCN2C[C@@H](C1)F)F)C(F)(F)F)Cl 7-(5-amino-3-chloro-2-(trifluoromethyl)phenyl)-N-cyclopropyl-8-fluoro-2-(((2R,7aS)-2-fluorotetrahydro-1H-pyrrolizin-7a(5H)-yl)methoxy)pyrido[4,3-d]pyrimidin-4-amine